C1(CCCC1)N1C(C=CC(=C1)C1=NC(=NC=C1F)NC1=NC=C(C=C1)N1CCOCC1)=O 1-cyclopentyl-5-(2-(5-morpholinopyridin-2-yl)amino-5-fluoropyrimidin-4-yl)-pyridin-2(1H)-one